COC(CCC(=O)OC)=O succinic acid 1,4-dimethyl ester